[Br-].C(CCCCCCCCCCCCCCC)C1=NC=CN1C hexadecyl-3-methylimidazole bromide